COC(C1=CC(=CC=C1)OC)OC 3-methoxybenzaldehyde dimethyl acetal